1-(3-bromo-1-methyl-1H-pyrazol-4-yl)ethan-1-ol BrC1=NN(C=C1C(C)O)C